BrC(C(=O)N1C=CC2=CC=CC=C12)(C)C 2-bromo-1-(1H-indol-1-yl)-2-methylpropan-1-one